ClC=1C=CC(=C(C1)C(C(F)(F)F)O)F 1-(5-chloro-2-fluorophenyl)-2,2,2-trifluoroethanol